BrC1=C(C(=C(C(=C1F)OC)F)Br)OCOC 1,3-dibromo-4,6-difluoro-5-methoxy-2-(methoxymethoxy)benzene